N1(CCNCC1)C1=NC=C(C=N1)OCC(=O)OC(C)(C)C tert-butyl 2-((2-(piperazin-1-yl)pyrimidin-5-yl)oxy)acetate